C(=CC1=CC=CC=C1)C1=NC(=NC(=N1)C(Cl)(Cl)Cl)C(Cl)(Cl)Cl 2-styryl-4,6-bis(trichloromethyl)-1,3,5-triazine